C(CC#C)C1=NN=C([Se]1)C=1C(=C(C(=O)N)C=CN1)C1=C(C=CC=C1)OC (5-(3-butynyl)-1,3,4-selenadiazol-2-yl)-3-(2-methoxyphenyl)isonicotinamide